N1=C(C=CC=C1)C1CCC(CC1)=O 4-(pyridin-2-yl)cyclohexan-1-one